C1(CC1)C(=O)NC1=NN2C(C=C(C=C2)C2=C(C=NN2CC=2C=NN(C2)C)OC[C@H]2CN(CC2)C(=O)OC(C)(C)C)=C1 (R)-tert-butyl 3-(((5-(2-(cyclopropanecarboxamido)pyrazolo[1,5-a]pyridin-5-yl)-1-((1-methyl-1H-pyrazol-4-yl)methyl)-1H-pyrazol-4-yl)oxy)methyl)pyrrolidine-1-carboxylate